O=C1NC(CCC1N1C(C2=CC=CC(=C2C1)OCC(C1=CC=CC=C1)OC(=O)N1CC2(C1)CNCC2)=O)=O (((2-(2,6-dioxopiperidin-3-yl)-1-oxoisoindol-4-yloxy) methyl) benzyl)-2,6-diazaspiro[3.4]octane-2-carboxylate